2,4,6-tris[(dimethylamino)methyl]phenol CN(C)CC1=C(C(=CC(=C1)CN(C)C)CN(C)C)O